C(C)(C)(C)OC(NC(=O)C12CC(C1)(C2)N2C=NC(=C2I)I)=O N-[3-(4,5-diiodoimidazol-1-yl)-1-bicyclo[1.1.1]pentanoyl]carbamic acid tert-butyl ester